2-(3,5-Dichloro-4-((5,8-difluoro-4,4-dimethyl-1,3,4,9-tetrahydropyrano[3,4-b]-indol-6-yl)oxy)phenyl)-3,5-dioxo-2,3,4,5-tetrahydro-1,2,4-triazine-6-carbonitrile ClC=1C=C(C=C(C1OC=1C(=C2C3=C(NC2=C(C1)F)COCC3(C)C)F)Cl)N3N=C(C(NC3=O)=O)C#N